C(CC(C)C)NC1=NC=CC2=C1N=C(N=C2)NC2=C(C=C(C=C2)C=2C=NN(C2)C)OC N8-isopentyl-N2-(2-methoxy-4-(1-methyl-1H-pyrazol-4-yl)phenyl)pyrido[3,4-d]pyrimidine-2,8-diamine